rel-(R)-4-(2-methoxy-1-(oxazol-4-ylmethoxy)ethyl)-2-methyl-N-(1-(7-(1-methyl-1H-pyrazol-4-yl)quinolin-5-yl)cyclopropyl)benzamide COC[C@H](OCC=1N=COC1)C1=CC(=C(C(=O)NC2(CC2)C2=C3C=CC=NC3=CC(=C2)C=2C=NN(C2)C)C=C1)C |o1:3|